4-(4-aminoazepan-1-yl)-6-(1-methyl-1H-pyrazol-4-yl)pyrazolo[1,5-a]Pyridine-3-carbonitrile hydrochloride Cl.NC1CCN(CCC1)C=1C=2N(C=C(C1)C=1C=NN(C1)C)N=CC2C#N